zinc aluminium [Al].[Zn]